[Si](C)(C)(C(C)(C)C)O[C@@H]1CC(N(C1)C)(C)CO [(4R)-4-[tert-butyl(dimethyl)silyl]oxy-1,2-dimethyl-pyrrolidin-2-yl]methanol